9-(4-((1-(3,3-difluoropropyl)azetidin-3-ylidene)methyl)phenyl)-8-(2-methyl-3-(trifluoromethyl)phenyl)-6,7-dihydro-5H-benzo[7]annulene-3-carboxylic acid FC(CCN1CC(C1)=CC1=CC=C(C=C1)C1=C(CCCC2=C1C=CC(=C2)C(=O)O)C2=C(C(=CC=C2)C(F)(F)F)C)F